2-(4-((7-((3-((2,6-dimethylphenyl)amino)-1-methyl-1H-pyrazolo[3,4-d]pyrimidin-6-yl)amino)-3,4-dihydroisoquinolin-2(1H)-yl)methyl)piperidin-1-yl)acetic acid CC1=C(C(=CC=C1)C)NC1=NN(C2=NC(=NC=C21)NC2=CC=C1CCN(CC1=C2)CC2CCN(CC2)CC(=O)O)C